C(C)(C)(C)C1=CC2=C(C(=N1)CNC)CN(C2=O)C2=NC(=CC=C2)C2=NN=CN2C(CC(F)(F)F)CC 6-tert-butyl-4-[(methylamino)methyl]-2-(6-{4-[(3ξ)-1,1,1-trifluoropentan-3-yl]-4H-1,2,4-triazol-3-yl}pyridin-2-yl)-2,3-dihydro-1H-pyrrolo[3,4-c]pyridin-1-one